ClC=1C=C(C(=O)NC2=C(N=C(S2)C(F)(F)F)C(=O)NCC2=C(C=CC=C2)OC(F)(F)F)C=C(C1O)Cl 5-(3,5-dichloro-4-hydroxybenzamido)-N-(2-(trifluoromethoxy)benzyl)-2-(trifluoromethyl)thiazole-4-carboxamide